C(C=C)(=O)OCCC[Si](OCC)(OCC)C (γ-acryloxypropyl)methyldiethoxysilane